FC(OC=1C=CC(=C(C1)C1=NN(C=2C[C@@H](CCC12)C(=O)N[C@]1(CS(CC1)(=O)=O)C)C(C)C)F)F (R)-3-(5-(difluoromethoxy)-2-fluorophenyl)-1-isopropyl-N-((R)-3-methyl-1,1-dioxidotetrahydrothiophen-3-yl)-4,5,6,7-tetrahydro-1H-indazole-6-carboxamide